C1N(CCC2=CC=C(C=C12)C(=O)OC)C(=O)[O-] 7-methyl 3,4-dihydro-1H-isoquinolin-2,7-dicarboxylate